3-[5-(4-chloro-3-fluorophenyl)-2-(2-cyclopropylpyrimidin-5-yl)-1,3-oxazol-4-yl]-7-cyclopropyl-2H,3H,7H-pyrrolo[2,3-d]pyrimidin-2-one ClC1=C(C=C(C=C1)C1=C(N=C(O1)C=1C=NC(=NC1)C1CC1)N1C(N=C2C(=C1)C=CN2C2CC2)=O)F